[Si](C)(C)(C(C)(C)C)OCC(C1=C(C(=CC=C1)Cl)F)NC(CNC1CC1)=O N-(2-((tert-butyldimethylsilyl)oxy)-1-(3-chloro-2-fluorophenyl)ethyl)-2-(cyclopropylamino)acetamide